2-hydroxy-4,6-dimethylnicotinonitrile OC1=C(C#N)C(=CC(=N1)C)C